(1,7-diazaspiro[4.5]decan-7-yl)methanone hydrochloride Cl.N1CCCC12CN(CCC2)C=O